ClC1=C(C=C(C=C1)CCNC(=N)N)C 1-(4-chloro-3-methylphenylethyl)guanidine